(+)-8-((1S,2S)-2-hydroxy-2-(methyl-d3)cyclopentyl)-6-(methyl-d3)-2-((1-((methyl-d3)sulfonyl)piperidin-4-yl-3,3,4,5,5-d5)-amino)pyrido[2,3-d]pyrimidin-7(8H)-one O[C@@]1([C@H](CCC1)N1C(C(=CC2=C1N=C(N=C2)NC2(C(CN(CC2([2H])[2H])S(=O)(=O)C([2H])([2H])[2H])([2H])[2H])[2H])C([2H])([2H])[2H])=O)C([2H])([2H])[2H]